IC=1C=C2C(=CNC2=NC1)C=O 5-IODO-7-AZAINDOLE-3-CARBOXALDEHYDE